CC1=CN(C2=C1C=NC(=C2C2=NN(C=C2)C)C)CC2=C(C=C(C=C2F)S(=O)(=O)N)F 4-((3,6-dimethyl-7-(1-methyl-1H-pyrazol-3-yl)-1H-pyrrolo[3,2-c]pyridin-1-yl)methyl)-3,5-difluorobenzenesulfonamide